(S)-quinuclidin-3-yl (5-(3-ethoxyphenyl)-2,2-diethyl-2,3-dihydro-1H-inden-1-yl)carbamat C(C)OC=1C=C(C=CC1)C=1C=C2CC(C(C2=CC1)NC(O[C@@H]1CN2CCC1CC2)=O)(CC)CC